1-((5-(2H-1,2,3-triazol-2-yl)pyridin-2-yl)methyl)-4-cyclobutyl-5-methylpiperazine-2,3-dione N=1N(N=CC1)C=1C=CC(=NC1)CN1C(C(N(C(C1)C)C1CCC1)=O)=O